(R)-N-(3-(3,4-dihydroisoquinolin-2(1H)-yl)-2-hydroxypropyl)-6-fluoroimidazo[1,2-a]pyridine-2-carboxamide C1N(CCC2=CC=CC=C12)C[C@@H](CNC(=O)C=1N=C2N(C=C(C=C2)F)C1)O